C(C)(C)(C)C1=C(C=CC=C1)C1(CCC(CC1)N)N 1-(2-(tert-butyl)phenyl)cyclohexane-1,4-diamine